N-[(1S)-1-cyclohexyl-2-[4-(3,5-dimethyl-1H-pyrazol-4-yl)anilino]-2-oxo-ethyl]-2-isopropyl-pyrrolidine-1-carboxamide C1(CCCCC1)[C@@H](C(=O)NC1=CC=C(C=C1)C=1C(=NNC1C)C)NC(=O)N1C(CCC1)C(C)C